Diphenyl(4-vinylphenyl)phosphine C1(=CC=CC=C1)P(C1=CC=C(C=C1)C=C)C1=CC=CC=C1